OC1CC(NC1)C(=O)N[C@@H](CO)C1=CC=C(C=C1)C1=C(C=NC=C1)C 4-hydroxy-N-((R)-2-hydroxy-1-(4-(3-methylpyridin-4-yl)phenyl)ethyl)pyrrolidine-2-carboxamide